OC1(CC1)C1=NN(C=N1)C1CC2(CN(C2)C(=O)N2CC(C2)C=2C=NC(=CC2)N2C[C@@H](CC2)C(F)(F)F)C1 [6-[3-(1-hydroxycyclopropyl)-1,2,4-triazol-1-yl]-2-azaspiro[3.3]heptan-2-yl]-[3-[6-[(3R)-3-(trifluoromethyl)pyrrolidin-1-yl]-3-pyridinyl]azetidin-1-yl]methanone